4-(4-dibenzofuranyl)-[4-(1-naphthalenyl)phenyl]benzeneamine C1=CC=C(C=2OC3=C(C21)C=CC=C3)C3=CC(=C(C=C3)N)C3=CC=C(C=C3)C3=CC=CC2=CC=CC=C32